N-(2-((1-(2-(4-(trifluoromethyl)phenyl)acetyl)piperidin-4-yl)amino)phenyl)acetamide FC(C1=CC=C(C=C1)CC(=O)N1CCC(CC1)NC1=C(C=CC=C1)NC(C)=O)(F)F